C(C=C)N1CCC2=C(CC1)C(=NC(=N2)NC2=CC=C(C=C2)C#N)OC2=C(C=C(C#N)C=C2C)C 4-((7-allyl-2-((4-cyanophenyl)amino)-6,7,8,9-tetrahydro-5H-pyrimido[4,5-d]azepine-4-yl)oxy)-3,5-dimethylbenzonitrile